1-(4-Methyl-3,6,7,8-tetrahydro-1H-2,5-diaza-as-indacen-2-yl)-2-(1-pyridin-4-yl-azetidin-3-yl)-ethanone CC1=C2CN(CC2=C2CCCC2=N1)C(CC1CN(C1)C1=CC=NC=C1)=O